cis-3-ethyl-7-((5-(6-(5-methyl-4H-1,2,4-triazol-3-yl)pyridin-3-yl)-2,5-diazabicyclo[4.2.0]octane-2-yl)methyl)-1H-1,5-naphthyridin-2-one C(C)C=1C(NC2=CC(=CN=C2C1)CN1[C@@H]2CC[C@@H]2N(CC1)C=1C=NC(=CC1)C1=NN=C(N1)C)=O